C(C=C)(=O)N1C[C@@H](C[C@@H]1C)N1C(=C(C2=C1N=CN=C2N)C(=O)N[C@H](C)C2=CC(=CC(=C2)F)F)C#CC 7-(R)-((3R,5S)-1-acryloyl-5-methylpyrrolidin-3-yl)-4-amino-N-((R)-1-(3,5-difluorophenyl)ethyl)-6-(prop-1-yn-1-yl)-7H-pyrrolo[2,3-d]pyrimidine-5-carboxamide